2-methoxy-4-[3',4',5'-tris(octadecyloxy)cyclohexylmethyloxy]benzyl alcohol COC1=C(CO)C=CC(=C1)OCC1CC(C(C(C1)OCCCCCCCCCCCCCCCCCC)OCCCCCCCCCCCCCCCCCC)OCCCCCCCCCCCCCCCCCC